(R)-1-(3-((3'-(3-((R)-2-(hydroxymethyl)morpholino)propoxy)-2,2'-dimethyl-[1,1'-biphenyl]-3-yl)oxy)propyl)pyrrolidin-3-ol OC[C@@H]1OCCN(C1)CCCOC=1C(=C(C=CC1)C1=C(C(=CC=C1)OCCCN1C[C@@H](CC1)O)C)C